N-((1s,3R)-3-(3-bromobenzyl)-3-(4-(1-hydroxyethyl)pyrimidin-2-yl)cyclopentyl)methanesulfonamide BrC=1C=C(C[C@]2(C[C@H](CC2)NS(=O)(=O)C)C2=NC=CC(=N2)C(C)O)C=CC1